C(C(O)C)(=O)[O-].[Zn+2].C(C(O)C)(=O)[O-] zinc dl-lactate